4-((1-acetylamino-2-methylhexan-2-yl)amino)-2-((2,4-dimethoxybenzyl)amino)-1,5-naphthyridine-3-carboxylic acid C(C)(=O)NCC(CCCC)(C)NC1=C(C(=NC2=CC=CN=C12)NCC1=C(C=C(C=C1)OC)OC)C(=O)O